cis-octadec-9-en-12-ynoic acid C(CCCCCCC\C=C/CC#CCCCCC)(=O)O